5-[4-Amino-2-(3,4-difluoroanilino)thiazole-5-carbonyl]-N-(3,3-difluorocyclobutyl)isoxazole-3-carboxamide NC=1N=C(SC1C(=O)C1=CC(=NO1)C(=O)NC1CC(C1)(F)F)NC1=CC(=C(C=C1)F)F